O1C23C1=CC=CC3CCC23CC3 dihydro-1a'H-spiro[cyclopropane-1,2'-indeno[3a,4-b]oxiren]